C(C1=CC=CC=C1)OCC1=NN(C(N1CC)=O)C=1N(C(C2=CC(=CC=C2C1C(C)C)F)=O)C1=C(C=CC=C1F)Cl (3-((benzyloxy)methyl)-4-ethyl-5-oxo-4,5-dihydro-1H-1,2,4-triazol-1-yl)-2-(2-chloro-6-fluorophenyl)-7-fluoro-4-isopropylisoquinolin-1(2H)-one